3-[6-chloro-4-(4-chloro-2-methoxycarbonyl-anilino)-3-quinolinyl]pyrrolidine-1-carboxylic acid tert-butyl ester C(C)(C)(C)OC(=O)N1CC(CC1)C=1C=NC2=CC=C(C=C2C1NC1=C(C=C(C=C1)Cl)C(=O)OC)Cl